C(C)NC1=CC(=CC(=N1)N1CC2=C(C=C(C=C2C1=O)C(=O)O)C(F)(F)F)C1=C(C=NN1C)C1=NN=CN1C 2-(6-(Ethylamino)-4-(1-methyl-4-(4-methyl-4H-1,2,4-triazol-3-yl)-1H-pyrazol-5-yl)pyridin-2-yl)-3-oxo-7-(trifluoromethyl)isoindoline-5-carboxylic acid